C1(CC2C(CC1)O2)C2OC2 (3,4-epoxycyclohexyl)oxirane